6-(2-(trifluoromethoxy)benzyl)-7,8-dihydro-1,6-naphthyridin-5(6H)-one FC(OC1=C(CN2C(C=3C=CC=NC3CC2)=O)C=CC=C1)(F)F